FC1(CN(C1)C=1C=C(C(=NO)N)C=CN1)F 2-(3,3-difluoroazetidin-1-yl)-N'-hydroxyisonicotinamidine